C(C)(C)(C)OC(N[C@@H]1C=2N=C(SC2CC12CCN(CC2)C=2C=1N(C(=C(N2)C)Br)N=CC1)C)=O N-[(4S)-1'-(7-bromo-6-methyl-pyrazolo[1,5-a]pyrazin-4-yl)-2-methyl-spiro[4,6-dihydro-cyclopenta[D]thiazol-5,4'-piperidin]-4-yl]carbamic acid tert-butyl ester